2-((4,6-dicyclopropylpyrimidin-5-yl)amino)-5-fluoro-6-(2-fluoro-6-methoxyphenyl)nicotinic acid C1(CC1)C1=NC=NC(=C1NC1=C(C(=O)O)C=C(C(=N1)C1=C(C=CC=C1OC)F)F)C1CC1